[Pb].[Ag].[Sb] antimony-silver-lead